(3-(1-(4-bromo-2-(methylsulfonyl)phenyl)-1H-pyrazol-4-yl)-5-fluorophenyl)methylamine BrC1=CC(=C(C=C1)N1N=CC(=C1)C=1C=C(C=C(C1)F)CN)S(=O)(=O)C